methyl 4-(4-chlorophenoxy)-3,5-dimethoxybenzoate ClC1=CC=C(OC2=C(C=C(C(=O)OC)C=C2OC)OC)C=C1